rac-tert-butyl (3R,4R)-3-fluoro-4-hydroxy-3-methylpiperidine-1-carboxylate F[C@@]1(CN(CC[C@H]1O)C(=O)OC(C)(C)C)C |r|